C(C1=CC=CC=C1)C1=C(C=CC=C1)O 2-Benzyl-phenol